C(C)(C)OC1CCN(C1)C(=O)[O-] 4-isopropoxypyrrolidine-1-carboxylate